tert-butyl (S)-4-((methoxy-d3)methyl)-1,2,3-oxathiazolidine-3-carboxylate 2,2-dioxide C(OC[C@@H]1N(S(OC1)(=O)=O)C(=O)OC(C)(C)C)([2H])([2H])[2H]